N-(5-(tert-butyl)-1-methyl-1H-pyrazol-3-yl)-6-(6-(4-methylpiperazin-1-yl)imidazo[1,2-a]pyridine-3-carbonyl)-4,5,6,7-tetrahydrothieno[2,3-c]pyridine-3-carboxamide C(C)(C)(C)C1=CC(=NN1C)NC(=O)C1=CSC=2CN(CCC21)C(=O)C2=CN=C1N2C=C(C=C1)N1CCN(CC1)C